3-(5-(difluoromethyl)-1,3,4-thiadiazol-2-yl)-N-(4-methoxybenzyl)-N-(1-Methylcyclopropyl)-8-(4-(2-methylpropylthio)piperazin-1-yl)imidazo[1,5-a]pyrazine-6-sulfonamide FC(C1=NN=C(S1)C1=NC=C2N1C=C(N=C2N2CCN(CC2)SCC(C)C)S(=O)(=O)N(C2(CC2)C)CC2=CC=C(C=C2)OC)F